6-bromo-1-(tetrahydro-2H-pyran-2-yl)-1H-indazole-4-carboxylic acid methyl ester COC(=O)C=1C=2C=NN(C2C=C(C1)Br)C1OCCCC1